ClC=1C=NC=C(C1[C@@H](C)OC=1C=C2C(=NNC2=CC1)C=1C=C(C(=NC1)OC)N)Cl (R)-5-(5-(1-(3,5-Dichloropyridin-4-yl)ethoxy)-1H-indazol-3-yl)-2-methoxypyridin-3-amine